N=1N(N=CC1)C=1C=CC(=NC1)CC=1OC=C(N1)C(=O)N[C@H](C)C1CC1 (R)-2-((5-(2H-1,2,3-triazol-2-yl)pyridin-2-yl)methyl)-N-(1-cyclopropylethyl)oxazole-4-carboxamide